[N].[N].[N].[N].[Fe].C(C1=CC=CC=C1)S(=O)(=O)N1C[C@H]([C@](CC1)(O)C1=CC(=CC=C1)OC([2H])([2H])[2H])CN(C)C (3R,4S)-1-(benzylsulfonyl)-3-((dimethylamino)methyl)-4-(3-(methoxy-d3)phenyl)piperidin-4-ol iron tetra-nitrogen